C(C)(C)(C)C=1C=C(C=C(C1O)C(C)(C)C)CCC(=O)NCCCCCCNC(CCC1=CC(=C(C(=C1)C(C)(C)C)O)C(C)(C)C)=O 3-(3,5-Ditert-butyl-4-hydroxy-phenyl)-N-[6-[3-(3,5-ditert-butyl-4-hydroxy-phenyl)propanoyl-amino]hexyl]propanamide